BrC1=CC=C(C=C1)C1=CC=2C(=C(N=NC2NC2=CNC=C2)C(=O)N)S1 2-(4-bromophenyl)-4-(3-pyrrolylamino)-thieno[2,3-d]pyridazine-7-carboxylic acid amide